ClC1=CNC2=C(C=CC=C12)NS(=O)(=O)C=1C=C(C(=O)NCCCOCCOCCOCCCNC2=C3C(N(C(C3=CC=C2)=O)C2C(NC(CC2)=O)=O)=O)C=CC1 3-(N-(3-chloro-1H-indol-7-yl)sulfamoyl)-N-(3-(2-(2-(3-((2-(2,6-dioxopiperidin-3-yl)-1,3-dioxoisoindolin-4-yl)amino)propoxy)ethoxy)ethoxy)propyl)benzamide